5-(5-bromo-3-(ethylsulfonyl)pyridin-2-yl)-2-(trifluoromethyl)pyrazolo[1,5-a]pyrimidine BrC=1C=C(C(=NC1)C1=NC=2N(C=C1)N=C(C2)C(F)(F)F)S(=O)(=O)CC